C(C)(C)(C)OC(=O)N1CCC(=CC1)C1=NC(=C2N1C=CN=C2NCC2=C(C=C(C=C2)OC)OC)Br 4-(1-bromo-8-((2,4-dimethoxybenzyl)amino)imidazo[1,5-a]Pyrazin-3-yl)-3,6-dihydropyridine-1(2H)-carboxylic acid tert-butyl ester